N1-(2-(4,4-dimethylpiperidin-1-yl)phenyl)-N4,N4-dimethylbenzene-1,4-disulfonamide CC1(CCN(CC1)C1=C(C=CC=C1)NS(=O)(=O)C1=CC=C(C=C1)S(=O)(=O)N(C)C)C